FC=1C(=C(N=NC1)Cl)F difluoro-monochloropyridazine